COC=1C=C2C(=CC=NC2=CC1OC)OC1=C(C=C(C=C1)NC(=O)NS(=O)(=O)CC1=CC(=CC=C1)C)F 1-[4-(6,7-Dimethoxyquinolin-4-yloxy)-3-fluorophenyl]-3-[(3-methylbenzyl)sulfonyl]urea